4'-(3-(2-carboxy-ethyl)-6-chloro-1H-indazol-5-yl)-2-hydroxy-[1,1'-biphenyl]-4-carboxylic acid C(=O)(O)CCC1=NNC2=CC(=C(C=C12)C1=CC=C(C=C1)C1=C(C=C(C=C1)C(=O)O)O)Cl